ClC=1C=C(C(=O)OC[C@]2(O[C@H]([C@@H]([C@@H]2OC(C)=O)OC(C)=O)N2C(NC(C=C2)=O)=O)F)C=CC1 [(2S,3S,4R,5R)-3,4-diacetoxy-5-(2,4-dioxopyrimidin-1-yl)-2-fluoro-tetrahydrofuran-2-yl]methyl 3-chlorobenzoate